2-{[1-(4-fluorophenyl)-4-methyl-1H-1,2,3-triazol-5-yl]methoxy}-6-(1,2-oxazole-5-carbonyl)-5,6,7,8-tetrahydro-1,6-naphthyridine FC1=CC=C(C=C1)N1N=NC(=C1COC1=NC=2CCN(CC2C=C1)C(=O)C1=CC=NO1)C